CS(=O)(=O)N1CCN(CC1)CC1=CC=2N=C(N=C(C2S1)N1CCOCC1)C1=NNC=C1 4-(6-((4-(Methylsulfonyl)piperazin-1-yl)methyl)-2-(1H-pyrazol-3-yl)thieno[3,2-d]pyrimidin-4-yl)morpholine